(3-(benzyloxy)cyclobutyl)-3-(2-bromo-5-fluoropyrimidin-4-yl)-7-methoxyimidazo[1,2-b]pyridazine C(C1=CC=CC=C1)OC1CC(C1)C=1N=C2N(N=CC(=C2)OC)C1C1=NC(=NC=C1F)Br